COC=1C=C(C=CC1OC)C(CC1=NC(=NC(=N1)N[C@@H](CO)CC(C)C)NS(=O)(=O)C)C N-(4-(2-(3,4-dimethoxyphenyl)propyl)-6-(((R)-1-hydroxy-4-methylpent-2-yl)amino)-1,3,5-triazin-2-yl)methanesulfonamide